CS(=O)(=O)C1=CC=C2C(=CNC2=C1)S(=O)(=O)NC1=C(C=C(C(=C1)F)F)F 6-(methylsulfonyl)-N-(2,4,5-trifluorophenyl)-1H-indole-3-sulphonamide